[N+](=O)([O-])C1=CC=C(C=C1)S(=O)(=O)OC1CC(CCCCCC1)C(C1=CC=CC=C1)=O benzoylcyclononan-3-yl 4-nitrobenzenesulfonate